FC=1C(=CC=C2C=CC(=NC12)C1=C(C=CC=C1)F)C(=O)C(C#N)C#N 2-(8-fluoro-2-(2-fluorophenyl)quinoline-7-carbonyl)malononitrile